N-(4-fluorophenyl)-2-(3-{[3-fluoro-5-(trifluoromethyl)pyridin-2-yl]amino}bicyclo[1.1.1]pentan-1-yl)propanamide FC1=CC=C(C=C1)NC(C(C)C12CC(C1)(C2)NC2=NC=C(C=C2F)C(F)(F)F)=O